1-(PHENYLSULPHONYL)-2-IODO-7-AZAINDOLE-6-CARBALDEHYDE C1(=CC=CC=C1)S(=O)(=O)N1C(=CC2=CC=C(N=C12)C=O)I